(S)-benzyl 2-((S)-1-aminoethyl)pyrrolidine-1-carboxylate hydrochloride Cl.N[C@@H](C)[C@H]1N(CCC1)C(=O)OCC1=CC=CC=C1